FC1=CC=C(C=C1)N(C(C1=C(C=C(C(=C1)C(C)C)O)O)=O)C(C)C N-(4-fluorophenyl)-2,4-dihydroxy-N,5-diisopropylbenzamide